C(#N)C=1C(=CC(=NC1)NC(=O)N1CCCC2=CC=C(N=C12)C=O)NCCOC N-(5-cyano-4-((2-methoxyethyl)amino)pyridin-2-yl)-7-formyl-3,4-dihydro-1,8-naphthyridine-1(2H)-carboxamide